C1(CC1)S(=O)(=O)NC=1SC=C(N1)C(C(=O)NC1=CC=C(C=N1)C=1C=NC=C(C1)C(F)(F)F)(C)C 2-(2-(cyclopropanesulfonamido)thiazol-4-yl)-2-methyl-N-(5'-(trifluoromethyl)-[3,3'-bipyridin]-6-yl)propanamide